N1N=CC(=C1)N Pyrazol-4-amine